1-(1-methyl-1H-indol-2-yl)-3-phenylpropan CN1C(=CC2=CC=CC=C12)CCCC1=CC=CC=C1